5-ethyl-2-ethynyl-1,3-thiazole C(C)C1=CN=C(S1)C#C